(R)-N-(4-(3-amino-1-methyl-6-(6-oxohexahydropyrrolo[1,2-a]pyrazin-2(1H)-yl)-1H-pyrazolo[3,4-b]pyridin-4-yl)phenyl)-4-ethoxy-1-(4-fluorophenyl)-2-oxo-1,2-dihydropyridine-3-carboxamide NC1=NN(C2=NC(=CC(=C21)C2=CC=C(C=C2)NC(=O)C=2C(N(C=CC2OCC)C2=CC=C(C=C2)F)=O)N2C[C@@H]1N(CC2)C(CC1)=O)C